ClC1=C2C=3C(=NC(=NC3C=C1B(O)O)OC[C@]13CCCN3C[C@@H](C1)F)N(CCO2)CC2=NN(C=C2)C(C2=CC=CC=C2)(C2=CC=CC=C2)C2=CC=CC=C2 (8-chloro-2-(((2R,7aS)-2-fluorotetrahydro-1H-pyrrolizin-7a(5H)-yl)methoxy)-4-((1-trityl-1H-pyrazol-3-yl)methyl)-5,6-dihydro-4H-[1,4]oxazepino[5,6,7-de]quinazolin-9-yl)boronic acid